indium-Indium-Zinc-Tin Oxide [Sn]=O.[Zn].[In].[In]